N-(5-(tert-butyl)thiazol-2-yl)-3-((7-(5-methyl-1,2,4-oxadiazol-3-yl)isoquinolin-1-yl)amino)propanamide C(C)(C)(C)C1=CN=C(S1)NC(CCNC1=NC=CC2=CC=C(C=C12)C1=NOC(=N1)C)=O